CC1=NC2=CC=C(C=C2C=C1)CNC(CN1CCOCC1)=O N-((2-methylquinolin-6-yl)methyl)-2-morpholinoacetamide